tert-butyl (3-(7-acetyl-9-(4-(6-methyl-1,2,4,5-tetrazin-3-yl)phenyl)-3-oxo-1,3-dihydro-2H-pyrrolo[3,4-b]indolizin-2-yl)propyl)carbamate C(C)(=O)C=1C=CN2C3=C(C(=C2C1)C1=CC=C(C=C1)C=1N=NC(=NN1)C)CN(C3=O)CCCNC(OC(C)(C)C)=O